2-(pyrrolidin-3-yloxy)-5-(trifluoromethyl)pyridine trifluoroacetate FC(C(=O)O)(F)F.N1CC(CC1)OC1=NC=C(C=C1)C(F)(F)F